8-((1-(2,4-Dichlorophenoxy)propan-2-yl)oxy)-1,3,7-trimethyl-3,7-dihydro-1H-purine-2,6-dione ClC1=C(OCC(C)OC2=NC=3N(C(N(C(C3N2C)=O)C)=O)C)C=CC(=C1)Cl